5-bromo-2-[4-(2,2-difluoroethyl)-6-(trifluoromethyl)pyrrolo[3,2-b]pyridin-2-yl]-3-(ethanesulfonyl)pyridine BrC=1C=C(C(=NC1)C=1C=C2N(C=C(C=C2N1)C(F)(F)F)CC(F)F)S(=O)(=O)CC